3,8-dibromo-2-chloro-6-fluoro-quinoline BrC=1C(=NC2=C(C=C(C=C2C1)F)Br)Cl